O1C(OCC1)C1=CC=C(C=N1)N 6-(1,3-dioxolan-2-yl)pyridin-3-amine